COCC1=NC2=CC=CC=C2C=C1 2-(methoxymethyl)quinolin